COC1=CC=C(C=C1)N1C2=NC(=NC(=C2N=C1)N/N=C/C1=CC(=CC=C1)C)N1CCOCC1 (E)-4-(9-(4-methoxyphenyl)-6-(2-(3-methylbenzylidene)hydrazinyl)-9H-purin-2-yl)morpholine